F[C@@H](CN1C(C2=CC(=C(C=C2C1)NC(=O)C=1C=NN2C1N=CC=C2)N2CCOCC2)=O)[C@@H](C)O N-(2-((2S,3R)-2-fluoro-3-hydroxybutyl)-6-morpholino-1-oxoisoindolin-5-yl)pyrazolo[1,5-a]pyrimidine-3-carboxamide